1-methyl-2-oxo-6-[4-(2-tetrahydropyran-4-yloxyethoxy)phenoxy]indoline-5-carboxamide CN1C(CC2=CC(=C(C=C12)OC1=CC=C(C=C1)OCCOC1CCOCC1)C(=O)N)=O